C(C1=CC=CC=C1)OC1=C(C=C(C=C1)F)[C@@H](C)NC1=CC=C(C(=N1)NC(=O)NC1CCC(CC1)OC)[N+](=O)[O-] (R)-6-(1-(2-Benzyloxy-5-fluorophenyl)ethyl)amino-3-nitro-2-(3-(4-methoxycyclohexyl)ureido)pyridine